BrC1=NC(=CC2=C(C=CC=C12)C(C(F)F)C)Cl bromo-3-chloro-5-(1,1-difluoropropan-2-yl)isoquinoline